4,4'-dihydroxy-3,3'-diaminobenzophenone OC1=C(C=C(C(=O)C2=CC(=C(C=C2)O)N)C=C1)N